ClC1=C2C(=C(NC2=CC=C1F)C(=O)N1CC(OCC1)C(=O)N(C)C)F 4-(4-chloro-3,5-difluoro-1H-indole-2-carbonyl)-N,N-dimethylmorpholine-2-carboxamide